CN1N=CC(=C1)N1N=C(C=C(C1=O)C(=O)OC)C1=CC=C(C=C1)C(F)(F)F Methyl 2-(1-methyl-1H-pyrazol-4-yl)-3-oxo-6-[4-(trifluoromethyl) phenyl]-2,3-dihydropyridazine-4-carboxylate